tert-butyl 2-((1-(3,7-dimethyl-4-oxo-2-(((trifluoromethyl)sulfonyl)oxy)-4H-pyrido[1,2-a]pyrimidin-9-yl)ethyl)amino)benzoate CC1=C(N=C2N(C1=O)C=C(C=C2C(C)NC2=C(C(=O)OC(C)(C)C)C=CC=C2)C)OS(=O)(=O)C(F)(F)F